9H-carbazole-3-carbonitrile-1,2,4,5,6,7,8-d7 C1(=C(C(=C(C=2C3=C(C(=C(C(=C3NC12)[2H])[2H])[2H])[2H])[2H])C#N)[2H])[2H]